CNCCOCCOCCOCCC(=O)OC(C)(C)C tert-butyl 5,8,11-trioxa-2-azatetradecan-14-ate